didocosyl-dimethyl-ammonium chloride [Cl-].C(CCCCCCCCCCCCCCCCCCCCC)[N+](C)(C)CCCCCCCCCCCCCCCCCCCCCC